isoquinolinium chloride [Cl-].C1=[NH+]C=CC2=CC=CC=C12